C(C=C)N(C(OC(C)(C)C)=O)CC=O tert-Butyl allyl(2-oxoethyl)carbamate